C(C)(C)C1=NN(C=C1B1OC(C(O1)(C)C)(C)C)C 3-isopropyl-1-methyl-4-(4,4,5,5-tetramethyl-1,3,2-dioxaborolan-2-yl)-1H-pyrazole